C(C)(C)(C)OC(=O)N[C@@H]1CCOC2=CC=C(C=C12)OCCCCCOCCCOCC(=O)OC(C)(C)C (R)-tert-butyl 2-(3-(5-(4-(tert-butoxycarbonylamino)chroman-6-yloxy)pentyloxy)propoxy)acetate